2,2-Difluoroethyl (5-(7-fluoro-4-oxo-3,4-dihydrophthalazin-1-yl)-1H-benzimidazol-2-yl)carbamate FC1=CC=C2C(NN=C(C2=C1)C1=CC2=C(NC(=N2)NC(OCC(F)F)=O)C=C1)=O